mono(3-hydroxybutyl) phthalate C(C=1C(C(=O)[O-])=CC=CC1)(=O)OCCC(C)O